terphenyl butyrate C(CCC)(=O)O.C1(=CC=CC=C1)C=1C(=CC=CC1)C1=CC=CC=C1